C(#N)C=1C=C(CN2C(OC3=C2C=C(C=C3)Cl)=O)C=CC1 3-(3-cyanobenzyl)-5-chlorobenzoxazol-2-one